1-[3-(methyldiisopropyloxysilyl)phenyl]-1-phenylethene di(4-tertbutylcyclohexyl)peroxydicarbonate C(C)(C)(C)C1CCC(CC1)OC(=O)OOC(=O)OC1CCC(CC1)C(C)(C)C.C[Si](C=1C=C(C=CC1)C(=C)C1=CC=CC=C1)(OC(C)C)OC(C)C